1-(2-(1,3-dioxolan-2-yl)ethyl)-4,4-dimethylcyclohexyl acetate C(C)(=O)OC1(CCC(CC1)(C)C)CCC1OCCO1